1-(3-{[2-amino-4-methyl-6-(pentylamino)pyrimidin-5-yl]methyl}-4-methoxyphenyl)-2-methyl-5,8,11,14-tetraoxa-2-azahexadecan-16-ol NC1=NC(=C(C(=N1)C)CC=1C=C(C=CC1OC)CN(CCOCCOCCOCCOCCO)C)NCCCCC